N-(1,3-benzodioxol-4-ylmethyl)-1-[3-(2-pyridyl)phenyl]methanamine O1COC2=C1C=CC=C2CNCC2=CC(=CC=C2)C2=NC=CC=C2